C(=O)C=1C(=NC=CC1NC(OC(C)(C)C)=O)OC tert-Butyl N-(3-formyl-2-methoxypyridin-4-yl)carbamate